N-[(1R)-1-(4-cyclopropylphenyl)ethyl]-6,7-dimethoxy-2-methylquinazolin-4-amine C1(CC1)C1=CC=C(C=C1)[C@@H](C)NC1=NC(=NC2=CC(=C(C=C12)OC)OC)C